2-{2,6-difluoro-4-[(3S)-3-fluoropyrrolidine-1-sulfonyl]phenyl}-4-methylquinoline-7-carboxylic acid FC1=C(C(=CC(=C1)S(=O)(=O)N1C[C@H](CC1)F)F)C1=NC2=CC(=CC=C2C(=C1)C)C(=O)O